COC(=O)C1=NC(=NC=C1Br)SC 5-bromo-2-(methylthio)pyrimidine-4-carboxylic acid methyl ester